7-[5-(difluoromethyl)-1,3,4-oxadiazol-2-yl]-3-(4-fluorophenyl)-3,4-dihydrophthalazin-1(2H)-one FC(C1=NN=C(O1)C1=CC=C2CN(NC(C2=C1)=O)C1=CC=C(C=C1)F)F